C(#C)C=1C(NC(N([C@H]2C[C@H](O)[C@@H](CO)O2)C1)=O)=O 2'-deoxy-5-ethynyluridine